(dichloroacetyl)-1-oxa-4-azaspiro[4.5]decane ClC(C(=O)C1OC2(NC1)CCCCC2)Cl